CC(CC(=O)NC=1C=C2CCN(C2=CC1)CC1=CC=C(C=C1)C(F)(F)F)(C)C 3,3-Dimethyl-N-[1-(4-trifluoromethylbenzyl)-2,3-dihydro-1H-indol-5-yl]-butyramide